NC1=C(C=C(C=N1)C1=CC=C(C=C1)NS(=O)(=O)CCNC1CC1)OCC1=C(C(=CC=C1F)F)Cl 2-cyclopropylamino-ethanesulfonic acid {4-[6-amino-5-(2-chloro-3,6-difluoro-benzyloxy)-pyridin-3-yl]-phenyl}-amide